[Na].CC(C)=NO acetone oxime sodium salt